IC=1C(=C(C(=O)O)C(=CC1C)OC)C 3-iodo-6-methoxy-2,4-dimethylbenzoic acid